tert-Butyl 5-oxopyrrolidine-2-carboxylate O=C1CCC(N1)C(=O)OC(C)(C)C